FC1=C(C=C(C=C1)C(C(=O)O)(C)C)CCN[C@@H]([C@H]1CNC2=CC=CN=C2C1)C1=CC=CC=C1 2-(4-fluoro-3-(2-(((S)-phenyl((R)-1,2,3,4-tetrahydro-1,5-naphthyridin-3-yl)methyl)amino)ethyl)phenyl)-2-methylpropanoic acid